ClC1=CC(N(C(N1)=O)C)=O 6-chloro-3-methyluracil